2-(2,5-diaza-bicyclo[2.2.2]octan-2-yl)-5-(4-chloro-2-methyl-2H-indazol-5-yl)-3-methyl-3,7-dihydro-4H-pyrrolo[2,3-d]pyrimidin-4-one C12N(CC(NC1)CC2)C=2N(C(C1=C(N2)NC=C1C1=C(C2=CN(N=C2C=C1)C)Cl)=O)C